[2-[2-(2-azidoethoxy)ethoxy]ethyl]-3-[2-(2,6-dioxo-3-piperidyl)-1-oxo-isoindolin-4-yl]urea N(=[N+]=[N-])CCOCCOCCNC(=O)NC1=C2CN(C(C2=CC=C1)=O)C1C(NC(CC1)=O)=O